ClC1=C(C=CC(=C1)C)C=1C=C(C2=CN(N=C2C1)CC1=NC=CC=C1)C(=O)OC methyl 6-(2-chloro-4-methylphenyl)-2-(pyridin-2-ylmethyl)-2H-indazole-4-carboxylate